FC(OC1=CC=C(C=C1)N1C(C(=CC2=CC=C(N=C12)OCC)C1=CC=C(C=C1)OCCN(C)C)=O)F 1-(4-(difluoromethoxy)phenyl)-3-(4-(2-(dimethylamino)ethoxy)phenyl)-7-ethoxy-1,8-naphthyridin-2(1H)-one